FC1=C(C=C(C=C1)N1CCC(CC1)C(=O)O)C 1-(4-fluoro-3-methylphenyl)piperidine-4-carboxylic acid